ClC1=NC(=C2N=C(N(C2=N1)C)C=C)N1CCOCC1 4-(2-chloro-9-methyl-8-vinyl-9H-purin-6-yl)morpholine